3-(3-chlorophenyl)-1,1,1-trifluoroacetone ClC=1C=C(C=CC1)CC(C(F)(F)F)=O